2-oxo-1-pyridin-4-ylpyridine-3-carboxamide O=C1N(C=CC=C1C(=O)N)C1=CC=NC=C1